C(C)(C)(C)OC(=O)NCCN1N=C(C(=C1)C(=O)O)C1CC1 1-(2-((Tert-Butoxycarbonyl)amino)ethyl)-3-cyclopropyl-1H-pyrazole-4-carboxylic acid